2-methoxy-4-[(E)-(2,2,2-trifluoroethylhydrazono)methyl]Phenol COC1=C(C=CC(=C1)/C=N/NCC(F)(F)F)O